C(=O)(O)[C@H](CC(=O)C1=CC2=C(S1)C(=C(C(=C2F)OCCCOC2=C(C(=C1CN(CC1=C2)C(C[C@@H](C(=O)O)C)=O)F)OC)O)Cl)C (S)-4-(6-(3-((2-((S)-3-carboxybutanoyl)-7-chloro-4-fluoro-6-hydroxybenzo[b]thiophen-5-yl)oxy)propoxy)-4-fluoro-5-methoxyisoindolin-2-yl)-2-methyl-4-oxobutanoic acid